C1(=CC=CC=C1)C#CC#CC1=CC=CC=C1 1,4-diphenyl-1,3-butadiyne